3-[2,4-difluoro-3-(methylsulfonyl)benzoyl]-1H-pyrazolo[3,4-b]Pyridine FC1=C(C(=O)C2=NNC3=NC=CC=C32)C=CC(=C1S(=O)(=O)C)F